(5-amino-1-{6-[(2,6-difluorophenyl)oxy]-4-methylpyridin-3-yl}pyrazol-4-yl)[8-(hydroxymethyl)-7-(1-methylazetidin-3-yl)-6,7,8,9-tetrahydro-3H-pyrrolo[3,2-f]isoquinolin-2-yl]methanone NC1=C(C=NN1C=1C=NC(=CC1C)OC1=C(C=CC=C1F)F)C(=O)C1=CC2=C3CC(N(CC3=CC=C2N1)C1CN(C1)C)CO